bis(propan-2-yl)amine CC(C)NC(C)C